N-tert-butyl-5-[[2-(5-chloro-2-hydroxy-phenyl)acetyl]amino]-2-methoxy-benzamide C(C)(C)(C)NC(C1=C(C=CC(=C1)NC(CC1=C(C=CC(=C1)Cl)O)=O)OC)=O